BrC=1C=C(C(=CC1)C=1C(=CC(=CC1)Br)C1=C(C=C(C=C1C(C)C)C(C)C)C(C)C)C1=C(C=C(C=C1C(C)C)C(C)C)C(C)C 4'',5'-dibromo-2,2''',4,4''',6,6'''-hexaisopropyl-1,1':2',1'':2'',1'''-quaterphenyl